3-bromo-1-methyl-4-(trifluoromethyl)-N-(2-(trifluoromethyl)pyridin-4-yl)-1H-pyrazole-5-carboxamide BrC1=NN(C(=C1C(F)(F)F)C(=O)NC1=CC(=NC=C1)C(F)(F)F)C